rac-(3aR,5R,7S,7aR)-5-(2-ethylphenyl)-1,3,3,7-tetramethyloctahydro-benzo[c]isoxazole C(C)C1=C(C=CC=C1)[C@H]1C[C@@H]2[C@H](N(OC2(C)C)C)[C@H](C1)C |r|